3-(2-(4-acetamido-3,3-dimethylpiperidin-1-yl)-1,1-difluoro-2-oxoethyl)-4-amino-N-(4-fluoro-3-methylphenyl)benzamide C(C)(=O)NC1C(CN(CC1)C(C(F)(F)C=1C=C(C(=O)NC2=CC(=C(C=C2)F)C)C=CC1N)=O)(C)C